tert-butyl (1S,5R)-3-(2,7-dichloro-8-fluoropyrido[4,3-d]pyrimidin-4-yl)-1-methyl-3,8-diazabicyclo[3.2.1]octane-8-carboxylate ClC=1N=C(C2=C(N1)C(=C(N=C2)Cl)F)N2C[C@@]1(CC[C@H](C2)N1C(=O)OC(C)(C)C)C